ClC1=NC=C(C2=CC(=CC=C12)Cl)N 1,6-dichloroisoquinolin-4-amine